N=CCCCCC(=O)N[C@@H](C(C)C)C(=O)O Iminocaproyl-valine